1-[(3S)-3-({4-[(3-methyl-4-{[1,2,4]triazolo[1,5-a]pyridin-7-yloxy}phenyl)amino]pyrido[3,2-d]pyrimidin-6-yl}amino)pyrrolidin-1-yl]prop-2-en-1-one CC=1C=C(C=CC1OC1=CC=2N(C=C1)N=CN2)NC=2C1=C(N=CN2)C=CC(=N1)N[C@@H]1CN(CC1)C(C=C)=O